C1(=CC=CC=C1)N1C(=NC2=C1C=CC=C2)C2=CC(=CC=C2)C2=CC1=C(C=C2)C2=CC=C(C=C2C12C1=CC=CC=C1C=1C=CC=CC21)B2OC(C(O2)(C)C)(C)C 1-phenyl-2-[3-[7'-(4,4,5,5-tetramethyl-1,3,2-dioxaborolan-2-yl)-9,9'-spirobi[fluoren]-2'-yl]phenyl]benzimidazole